Cl.ClC1=NC(=C2C(=N1)NN=C2SC)N[C@H]2CNCCC2 (R)-6-chloro-3-(methylthio)-N-(piperidin-3-yl)-1H-pyrazolo[3,4-d]pyrimidin-4-amine hydrochloride